FC(OC1=NC=CC(=C1)CNC(=O)N[C@H]1C[C@@H](CC1)C(F)(F)F)F 1-[[2-(difluoromethoxy)pyridin-4-yl]methyl]-3-[(1R,3R)-3-(trifluoro-methyl)cyclopentyl]urea